C[C@H]1CNCC1 |r| rac-(R)-3-methylpyrrolidine